5-(6-ethoxypyrazin-2-yl)-4-methyl-1,3-thiazole-2-carboxylic acid ethyl ester C(C)OC(=O)C=1SC(=C(N1)C)C1=NC(=CN=C1)OCC